CC(N(S(=O)(=O)C1=CC=C(C)C=C1)C1(CC1)CC1=CC(=CC=C1)OC)C(=O)O methyl-N-(1-(3-methoxybenzyl)cyclopropyl)-N-p-toluenesulfonylglycine